3-(4-(4-(4-((4-(4-chlorophenyl)-3,9-dimethyl-6H-thieno[3,2-f][1,2,4]triazolo[4,3-a][1,4]diazepin-2-yl)ethynyl)-1H-pyrazol-1-yl)butoxy)-1-oxoisoindolin-2-yl)piperidine-2,6-dione ClC1=CC=C(C=C1)C1=NCC=2N(C3=C1C(=C(S3)C#CC=3C=NN(C3)CCCCOC3=C1CN(C(C1=CC=C3)=O)C3C(NC(CC3)=O)=O)C)C(=NN2)C